FC(OC=1C=C(C=CC1)N1C(N(C2=C1C=CC(=C2)C(=O)NC2(CCS(CC2)(=O)=O)C)[C@H](C)C(C)(C)O)=O)F (R)-1-(3-(difluoromethoxy)phenyl)-3-(3-hydroxy-3-methylbutan-2-yl)-N-(4-methyl-1,1-dioxidotetrahydro-2H-thiopyran-4-yl)-2-oxo-2,3-dihydro-1H-benzo[d]imidazole-5-carboxamide